NC=1C2=C(N=CN1)N=C(S2)C=2C=C(C=CC2)C#C[C@]2(C(N(CC2)C)=O)O (R)-3-((3-(7-aminothiazolo[4,5-d]pyrimidin-2-yl)phenyl)ethynyl)-3-hydroxy-1-methylpyrrolidin-2-one